2-(N-phenethyl-N-propylamino)-5-hydroxytetraline C(CC1=CC=CC=C1)N(CCC)C1CC2=CC=CC(=C2CC1)O